C(#C)C1=CC2=CN(N=C2C=C1OC)C 5-ethynyl-6-methoxy-2-methyl-indazole